5-[[rac-(6S)-2-azaspiro[3.4]octan-6-yl]methyl]-2-(tri-fluoromethyl)pyridine-4-carbonitrile C1NCC12C[C@H](CC2)CC=2C(=CC(=NC2)C(F)(F)F)C#N |r|